4-(3-((dimethylamino)methyl)-4-methyl-1H-pyrrol-1-yl)-N-(3,5-dimethylphenyl)pyrimidin-2-amine CN(C)CC1=CN(C=C1C)C1=NC(=NC=C1)NC1=CC(=CC(=C1)C)C